7-amino-2-((R)-2,3-dihydroxypropyl)-8-(naphthalen-1-ylmethyl)-6-oxo-9-(3-(trifluoromethyl)phenyl)-3,4-dihydro-2H,6H-pyrido[1,2-e][1,2,5]thiadiazine-4-carboxylic acid 1,1-dioxide NC1=C(C(=C2N(C(CN(S2(=O)=O)C[C@H](CO)O)C(=O)O)C1=O)C1=CC(=CC=C1)C(F)(F)F)CC1=CC=CC2=CC=CC=C12